CC1C(=O)OCC1 methyl-γ-butyrolactone